2-cyanoethyl-2-(4-cyano-2-methoxybenzylidene)-3-oxobutyric acid C(#N)CCCC(C(C(=O)O)=CC1=C(C=C(C=C1)C#N)OC)=O